amino-indane NC1CCC2=CC=CC=C12